Cl.CN(CCOC1=CC=C(C(=O)NC2=CC=C(C=3C=CC=NC23)C(=O)OC)C=C1)C methyl 8-{4-[2-(dimethylamino)ethoxy]benzamido}quinoline-5-carboxylate hydrochloride